BrC1=CC=C(C=C1)[C@H](C)NC=1C2=C(N=C(N1)C)OC(=C2)C N-[(1S)-1-(4-bromophenyl)ethyl]-2,6-dimethyl-furo[2,3-d]pyrimidin-4-amine